(R)-5-(1-Methyl-1,4,6,7-tetrahydro-5H-imidazo[4,5-c]pyridin-5-yl)-3-(6-(3-methylpiperazin-1-yl)pyridin-3-yl)-1H-pyrazolo[4,3-d]pyrimidine CN1C=NC=2CN(CCC21)C=2N=CC1=C(N2)C(=NN1)C=1C=NC(=CC1)N1C[C@H](NCC1)C